COC(=O)C1=C(C(=NN1C1=CC=C(C=C1)C(NC1=NC=CC(=C1)C(F)(F)F)=O)C(C)C)N 4-amino-3-isopropyl-1-(4-((4-(trifluoromethyl)pyridin-2-yl)carbamoyl)phenyl)-1H-pyrazole-5-carboxylic acid methyl ester